C(C(O)CC(=O)O)(=O)OO peroxymalic acid